(3R,5S)-3,5-dimethyl-1-{[1,3]oxazolo[4,5-b]pyridin-2-yl}piperazine C[C@@H]1CN(C[C@@H](N1)C)C=1OC=2C(=NC=CC2)N1